(R)-Cystein-Hydrochlorid Cl.N[C@@H](CS)C(=O)O